(3,6-dimethyl-5-(1-(2-methyl-4-(trifluoromethoxy)phenyl)-4-oxo-6-(trifluoromethyl)-1,4-dihydropyrido[2,3-d]pyrimidin-3(2H)-yl)-2-oxopyridin-1(2H)-yl)methyl dihydrogen phosphate P(=O)(OCN1C(C(=CC(=C1C)N1CN(C2=C(C1=O)C=C(C=N2)C(F)(F)F)C2=C(C=C(C=C2)OC(F)(F)F)C)C)=O)(O)O